1-(4-(benzyloxy)-1-(4-fluoro-3-methylphenyl)-1H-indol-2-yl)-2-methylpropan-2-ol C(C1=CC=CC=C1)OC1=C2C=C(N(C2=CC=C1)C1=CC(=C(C=C1)F)C)CC(C)(O)C